N-(2-(4-(1,2-diphenylbut-1-en-1-yl)phenoxy)ethyl)-N-methylpropanamide C1(=CC=CC=C1)C(=C(CC)C1=CC=CC=C1)C1=CC=C(OCCN(C(CC)=O)C)C=C1